P(=O)(OCC1=CC=CC=C1)(OCC1=CC=CC=C1)OC[C@@H](C)O[Si](C)(C)C(C)(C)C (R)-dibenzyl (2-((tert-butyldimethylsilyl)oxy)propyl) phosphate